1-((R)-2-(3-((2-(4-methoxypiperidin-1-yl)pyrimidin-4-yl)amino)-8-((2R,3S)-2-methyl-3-(((trifluoromethyl)sulfonyl)methyl)azetidin-1-yl)isoquinolin-5-yl)azepan-1-yl)prop-2-en-1-one COC1CCN(CC1)C1=NC=CC(=N1)NC=1N=CC2=C(C=CC(=C2C1)[C@@H]1N(CCCCC1)C(C=C)=O)N1[C@@H]([C@H](C1)CS(=O)(=O)C(F)(F)F)C